ClC1=NC=NC(=C1)C(C)(C)OC 4-chloro-6-(2-methoxypropan-2-yl)pyrimidine